[Na].[Na].[Na].SC1=NC(=NC(=N1)S)S 2,4,6-trismercapto-s-triazine trisodium salt